3-(4-fluoro-benzyl)-5-isopropyl-1-oxa-5-azaspiro[5.5]undec-7,10-diene-4,9-dione FC1=CC=C(CC2COC3(N(C2=O)C(C)C)C=CC(C=C3)=O)C=C1